2,2,4-trimethyl-1,3-pentanediol mono(2-methylpropionate) CC(C(=O)O)C.CC(CO)(C(C(C)C)O)C